1'H-4,4'-bipyrazole hydrochloride Cl.N1N=CC(=C1)C=1C=NNC1